CC1(OCC/C(/C1)=N\NS(=O)(=O)C1=CC=C(C=C1)C)C N'-[(4E)-2,2-dimethyloxan-4-ylidene]-4-methylbenzenesulfonohydrazide